C1(CCC2=CC=CC=C12)O 2,3-dihydro-1H-indene-1-ol